1-(4-((4-(4-(2-(dimethylamino)ethyl)piperazin-1-yl)-5-methoxy-6-((5-methyl-1H-pyrazol-3-yl)amino)pyrimidin-2-yl)thio)phenyl)urea CN(CCN1CCN(CC1)C1=NC(=NC(=C1OC)NC1=NNC(=C1)C)SC1=CC=C(C=C1)NC(=O)N)C